ClC=1C=C2C(=CN=C(C2=CN1)N1C[C@H]([C@@H](C1)F)F)C(C)C 6-chloro-1-((3R,4R)-3,4-difluoropyrrolidin-1-yl)-4-isopropyl-2,7-naphthyridine